2,5-ditertoctyl-hydroquinone nickel-niobium phosphorus [P].[Nb].[Ni].C(C)(C)(CC(C)(C)C)C1=C(O)C=C(C(=C1)O)C(C)(C)CC(C)(C)C